N-((3R,4S)-3-((S)-3-fluoropyrrolidin-1-yl)chroman-4-yl)-2-(trifluoromethyl)-1-((2-(trimethylsilyl)ethoxy)methyl)-1H-pyrrolo[3,2-c]pyridin-4-amine F[C@@H]1CN(CC1)[C@H]1COC2=CC=CC=C2[C@@H]1NC1=NC=CC2=C1C=C(N2COCC[Si](C)(C)C)C(F)(F)F